O1C(=CC=C1)C=C(C=O)C 3-(furan-2-yl)-2-methylprop-2-enal